O=C1N(CC2=CC(=CC=C12)N1CC(C1)=O)N1C(CCCC1=O)=O (1-oxo-5-(3-oxoazetidin-1-yl)isoindolin-2-yl)piperidine-2,6-dione